CC1=CC=C2C(=N1)N(C=C2B2OC(C(O2)(C)C)(C)C)C(=O)OC(C)(C)C tert-butyl 6-methyl-3-(4,4,5,5-tetramethyl-1,3,2-dioxaborolan-2-yl)pyrrolo[2,3-b]pyridine-1-carboxylate